[5-[[(3S)-1-[2-oxo-2-[(2S)-2-cyanopyrrolidin-1-yl]ethyl]pyrrolidin-3-yl]amino]-8-quinolinyl]acetamide O=C(CN1C[C@H](CC1)NC1=C2C=CC=NC2=C(C=C1)CC(=O)N)N1[C@@H](CCC1)C#N